NC1=C(C2=C(CN(C(C2)C)C(=O)OC(C)(C)C)S1)C=1SC2=C(N1)C=C(C=C2)F tert-Butyl 2-amino-3-(5-fluorobenzo[d]thiazol-2-yl)-5-methyl-4,7-dihydrothieno[2,3-c]pyridine-6(5H)-carboxylate